C(C)(C)C1=CNC2=NC=C(C=C21)B2OC(C(O2)(C)C)(C)C 3-isopropyl-5-(4,4,5,5-tetramethyl-1,3,2-dioxaborolane-2-yl)-1H-pyrrolo[2,3-b]pyridine